3-bromo-7-iodoquinoline BrC=1C=NC2=CC(=CC=C2C1)I